Ethyl Vanillate C(C1=CC(OC)=C(O)C=C1)(=O)OCC